F[B-](F)(F)F.O=C1N(C=CC=C1)OC(=[N+](C)C)N(C)C 2-[2-oxo-1(2H)-pyridyl]-1,1,3,3-tetramethyluronium tetrafluoroborate